(2R,3R)-2-methyl-pyrrolidin-3-ol hydrochloride Cl.C[C@H]1NCC[C@H]1O